N,N,N',N'-tetramethylthiuram monosulfide CN(C(=S)SC(=S)N(C)C)C